1-[(4-tert-butylphenyl)methyl]-5-[2-oxo-2-(4-pyridin-2-ylpiperazin-1-yl)ethyl]pyrrolidin-2-one C(C)(C)(C)C1=CC=C(C=C1)CN1C(CCC1CC(N1CCN(CC1)C1=NC=CC=C1)=O)=O